O=C(CCC=1N=C(N(C1)C1=CC=CC=C1)NC(C1=CC(=CC=C1)C=1C=NNC1)=O)N1[C@@H](CCCC1)C(F)(F)F (S)-N-(4-(3-oxo-3-(2-(trifluoromethyl)piperidin-1-yl)propyl)-1-phenyl-1H-imidazol-2-yl)-3-(1H-pyrazol-4-yl)benzamide